C(C)(C)(C)OC(CC1=C(C=CC=C1)OCC=1C2=C(OC1)C=1OC=CC1C(=C2)Br)=O 2-(2-((5-bromobenzo[1,2-b:6,5-b']Difuran-3-yl)methoxy)phenyl)acetic acid tert-butyl ester